2,3-dimethyl-pyrido[3,4-d]pyrimidin-4-one CC=1N(C(C2=C(N1)C=NC=C2)=O)C